ClC1=C(C=CC(=C1)Cl)C1(CC(=NO1)C1=CC=C(C=C1)C(=O)N1CCCC2=CC=CC=C12)C(F)(F)F (4-(5-(2,4-dichlorophenyl)-5-(trifluoromethyl)-4,5-dihydroisoxazol-3-yl)phenyl)(3,4-dihydroquinolin-1(2H)-yl)methanone